C(C)(C)(C)OC(=O)N([C@H](C(=O)O[C@@H](C(=O)OCC1=CC=CC=C1)CC1=CC(=C(C=C1)C=1CCOCC1)F)CC(C)(C)F)C (2R)-1-(benzyloxy)-3-[4-(3,6-dihydro-2H-pyran-4-yl)-3-fluorophenyl]-1-oxopropan-2-yl (2S)-2-[[(tert-butoxy)carbonyl](methyl)amino]-4-fluoro-4-methylpentanoate